C[C@@H](C(CP(OC)(OC)=O)=O)CC#CCC |r| (±)-Dimethyl (3-methyl-2-oxooct-5-yn-1-yl)phosphonate